C1(CCC1)CNCC1=C2C(=NC(=C1)C(=O)O)C(=CN2)F 7-(((cyclobutylmethyl)amino)methyl)-3-fluoro-1H-pyrrolo[3,2-b]pyridine-5-carboxylic acid